COC=1C=C(CN2C(=NC3=C2C=CC(=C3)C(=O)NCC3=CC=C(C=C3)S(=O)(=O)CCO)C(F)(F)F)C=C(C1)OC 1-(3,5-Dimethoxybenzyl)-N-(4-((2-hydroxyethyl)sulfonyl)benzyl)-2-(trifluoromethyl)-1H-benzo[d]imidazole-5-carboxamide